C1(CC1)N(C(CN1N=CC2=NC=C(C=C21)C2=CC(=CC=C2)C(F)(F)F)=O)C N-Cyclopropyl-N-methyl-2-[6-[3-(trifluoromethyl)phenyl]pyrazolo[4,3-b]pyridin-1-yl]acetamide